FC(CCSCCC(=O)O)CCCCCCCCC 3-[(3-fluorododecyl)sulfanyl]propionic acid